1-(6-(6-Methylpyridin-2-yl)-5-(3-(methylsulfonyl)phenyl)-2,3-dihydro-1H-imidazo[1,2-a]imidazol-1-yl)ethan-1-one CC1=CC=CC(=N1)C=1N=C2N(CCN2C(C)=O)C1C1=CC(=CC=C1)S(=O)(=O)C